Furanyl-furfuryl-amine O1C(=CC=C1)NCC1=CC=CO1